4-(N-NONYLOXY)BENZENEBORONIC ACID B(C1=CC=C(C=C1)OCCCCCCCCC)(O)O